COC(C1=CC=C(C=C1)C(C)(N1CCNCC1)C)=O.OCC1=CC=C(C2=CC=CC=C12)CO 1,4-di(hydroxymethyl)naphthalene methyl-4-(1-methyl-1-piperazin-1-yl-ethyl)benzoate